C[C@@H]1[C@H](C1)NC(OC(C)(C)C)=O tert-Butyl ((1S,2S)-2-methylcyclopropyl)carbamate